C(#N)C1=C(C=C(C=C1)F)S(=O)(=O)Cl cyano-5-fluorobenzenesulfonyl chloride